2,4-dimethyl-l-5-ethylthiazole CC=1SC(=C(N1)C)CC